5-bromo-6-methoxy-2H-spiro[benzofuran-3,1'-cyclopropane] BrC=1C(=CC2=C(C1)C1(CC1)CO2)OC